4-(3-(isopropylamino)-2-pyridinyl)piperazine C(C)(C)NC=1C(=NC=CC1)N1CCNCC1